nonadecanoic acid methylester COC(CCCCCCCCCCCCCCCCCC)=O